2-[7-bromo-4-(difluoromethoxy)-1-oxophthalazin-2-yl]-N-(5-fluoropyrimidin-4-yl)acetamide (hydroxy)phosphinylmethyl-methacrylate OP(=O)COC(C(=C)C)=O.BrC1=CC=C2C(=NN(C(C2=C1)=O)CC(=O)NC1=NC=NC=C1F)OC(F)F